N[C@H]([C@H](C)O)C (2S,3S)-3-Aminobutan-2-ol